FC1=C(C=CC(=C1)F)[C@H]1COCCCN1C1=NC(=NC(=C1)C)N (S)-4-[3-(2,4-difluorophenyl)-1,4-oxazepan-4-yl]-6-methyl-pyrimidin-2-amine